CC(=CCC=C)C 5-methyl-1,4-hexadiene